CN(C1C[C@@H]2[C@@H](OC(O2)(CCCCCCCC\C=C/C\C=C/CCCCC)CCCCCCCC\C=C/C\C=C/CCCCC)C1)C (3aR,5r,6aS)-N,N-dimethyl-2,2-bis((9Z,12Z)-octadeca-9,12-dien-1-yl)tetrahydro-3aH-cyclopenta[d][1,3]dioxol-5-amine